(R)-3-phenyl-N-(pyrrolidin-3-yl)azetidine-1-carboxamide TFA salt OC(=O)C(F)(F)F.C1(=CC=CC=C1)C1CN(C1)C(=O)N[C@H]1CNCC1